3,3-diphenylpropylamine bromide [Br-].C1(=CC=CC=C1)C(CCN)C1=CC=CC=C1